2-chloro-3-methyl-6H,7H-pyrrolo[3,4-b]pyridin-5-one ClC1=C(C=C2C(=N1)CNC2=O)C